NCCC(C)B1OC(C)(C)C(C)(C)O1 (4-aminobutan-2-yl)boronic acid pinacol ester